BrC1=C(C#N)C=CC(=C1F)N1N=CC=C1 2-Bromo-3-fluoro-4-(1H-pyrazol-1-yl)benzonitrile